FC=1C=C(C=CC1F)[C@H]1[C@@H](C1)NC=1C2=C(N=C(N1)C(=O)N)SC(=C2)C 4-(((1R,2S)-2-(3,4-difluorophenyl)cyclopropyl)amino)-6-methylthieno[2,3-d]pyrimidine-2-carboxamide